C1=CC=CC=2C3=CC=CC=C3C(C12)COC(=O)N([C@@H](C(=O)O)CC1=CC=CC=C1)C (2R)-2-[9H-fluoren-9-ylmethoxycarbonyl(methyl)amino]-3-phenyl-propanoic acid